C(C)(C)(C)NS(=O)(=O)C1=CN=C(S1)C(C)O N-tert-butyl-2-(1-hydroxyethyl)thiazole-5-sulfonamide